COC=1C(=C(C=C(C1)N)C1=CC=CC(=C1)N)OC dimethoxy-5,5'-diaminobiphenyl